2-Methyl-1,4,7-triazacyclononane CC1NCCNCCNC1